O=C1NC(CC[C@@H]1N1C(C2=CC=CC(=C2C1=O)N1CCN(CC1)CCCOC=1C=C(CNC2=C3N=CN(C3=NC=N2)C2CC(C2)NC(C2=NC(=CC=C2)C)=O)C=CC1)=O)=O N-((1s,3s)-3-(6-((3-(3-(4-(2-(2,6-dioxopiperidin-3-yl)-1,3-dioxoisoindoline-4-yl)piperazin-1-yl)propoxy)benzyl)amino)-9H-purin-9-yl)cyclobutyl)-6-methylpicolinamide